2-chloro-3-(cyclopropylsulfonyl)-4-(methylsulfonyl)benzoic acid ClC1=C(C(=O)O)C=CC(=C1S(=O)(=O)C1CC1)S(=O)(=O)C